BrCCCCCCCCN 8-bromo-1-octylamine